OCCOC(C(CC(=O)OCCO)CP1(OC2=C(C3=C1C=CC=C3)C=CC=C2)=O)=O [(6-oxido-6H-dibenz[c,e][1,2]oxaphosphorin-6-yl)methyl]butanedioic acid bis(2-hydroxyethyl)ester